tert-butyl (1-(4-bromothiazol-2-yl)-3-(2-chloroacetamido)propyl)carbamate BrC=1N=C(SC1)C(CCNC(CCl)=O)NC(OC(C)(C)C)=O